N-{[5-chloro-6-(5-methoxy-2-pyrazinyl)-2-indolyl]methyl}(R)-2-methoxybutyramide ClC=1C=C2C=C(NC2=CC1C1=NC=C(N=C1)OC)CNC([C@@H](CC)OC)=O